Cl.CN(CCCN=C=NCC)C 1-(3-dimethylaminopropyl)-3-ethylcarbodiimide hydrochlorid